OC=1C=C(C=CC1O)C=NNC(=O)C1=CC2=CC=CC=C2C=C1O N-[(3,4-dihydroxyphenyl)methylideneamino]-3-hydroxynaphthalene-2-carboxamide